C(C1=CC=CC=C1)N(C1=NC(=C2C(=N1)N(N=C2)C)NCC2=CC=C(C=C2)S(=O)(=O)N)C 4-(((6-(Benzyl(methyl)amino)-1-methyl-1H-pyrazolo[3,4-d]pyrimidin-4-yl)amino)methyl)-benzenesulfonamide